(4-methoxyphenyl)(3-methyl-4-phenylpiperazin-1-yl)methanone COC1=CC=C(C=C1)C(=O)N1CC(N(CC1)C1=CC=CC=C1)C